C(C)(C)N1C(=NC=2C1=NC(=CC2)C2=CNC=1N=C(N=CC12)NCC=1C=NC(=CC1)N1CCN(CC1)C)C 5-(3-isopropyl-2-methyl-3H-imidazo[4,5-b]pyridin-5-yl)-N-((6-(4-methylpiperazin-1-yl)pyridin-3-yl)methyl)-7H-pyrrolo[2,3-d]pyrimidin-2-amine